(l)-1,3-dimethyl-imidazole dimethyl-carbonate COC(OC)=O.CN1CN(C=C1)C